NCCOCCOCC(NCCCN(CCCNC1=CC(=C(C=C1)N1N=C(C=C1C1=C(C=CC=C1OC)OC)C(=O)NC1(C2CC3CC(CC1C3)C2)C(=O)O)C(C)C)C)=O 2-(1-(4-((1-amino-13-methyl-8-oxo-3,6-dioxa-9,13-diazahexadeca-16-yl)amino)-2-isopropylphenyl)-5-(2,6-dimethoxyphenyl)-1H-pyrazole-3-carboxamido)adamantane-2-carboxylic acid